C1=CC(=C2C(=C1)OC3=CC(=O)C4=C(C3=N2)C(=O)C=C(N4)C(=O)O)C(=O)CC(C(=O)O)N The molecule is an ommochrome that consists of a pyrido[3,2-a]phenoxazine ring system bearing hydroxy, carboxy, oxo and 3-amino-3-carboxypropanoyl substituents at positions 1, 3, 5 and 11 respectively. The parent of the class of xanthommatins. It is a conjugate acid of a xanthommatin(1-).